2-[(4aS,5aR)-5,5-difluoro-5a-methyl-1H,4H,4aH,6H-cyclopropa[f]indazol-3-yl]-3H-1,3-benzodiazole-5-carboxylic acid FC1([C@H]2CC=3C(=NNC3C[C@]21C)C=2NC1=C(N2)C=CC(=C1)C(=O)O)F